N-(6-(2H-1,2,3-triazol-2-yl)-5-(trifluoromethyl)pyridin-3-yl)-4-(3-amino-5-(2-ethoxyethyl)pyridin-4-yl)-2-chloro-5-fluorobenzamide N=1N(N=CC1)C1=C(C=C(C=N1)NC(C1=C(C=C(C(=C1)F)C1=C(C=NC=C1CCOCC)N)Cl)=O)C(F)(F)F